2-(2,6-dioxopiperidin-3-yl)-4-(2-fluoro-4-((3-morpholinoazetidin-1-yl)methyl)benzylamino)isoindoline-1,3-dione O=C1NC(CCC1N1C(C2=CC=CC(=C2C1=O)NCC1=C(C=C(C=C1)CN1CC(C1)N1CCOCC1)F)=O)=O